NC1=NC=NC=2N(C3=C(C=C(C=C3C21)C=2C=NC(=NC2)C)C)CC(=O)N2[C@@H]1C[C@@H]1C[C@H]2C(=O)NC2=NC(=CC=C2C)Br (1R,3S,5R)-2-(2-(4-amino-8-methyl-6-(2-methylpyrimidin-5-yl)-9H-pyrimido[4,5-b]indol-9-yl)acetyl)-N-(6-bromo-3-methylpyridin-2-yl)-2-azabicyclo[3.1.0]hexane-3-carboxamide